(S)-(4-(4-methylpyrazolo[1,5-a]pyridin-2-yl)-6,7-dihydro-1H-imidazo[4,5-c]pyridin-5(4H)-yl)(oxazol-5-yl)methanone CC=1C=2N(C=CC1)N=C(C2)[C@H]2N(CCC1=C2N=CN1)C(=O)C1=CN=CO1